(4-ethylphenyl)methanone C(C)C1=CC=C(C=C1)C=O